C(C1=CC=CC=C1)OCC1(CCNCC1)C#N 4-((benzyloxy)methyl)piperidine-4-carbonitrile